racemic-5-((tert-butyldimethylsilyl)oxy)-2-cyano-2-(phenylamino)pentanoic acid ethyl ester C(C)OC([C@](CCCO[Si](C)(C)C(C)(C)C)(NC1=CC=CC=C1)C#N)=O |r|